NC1=C(C=C(C=C1F)C(=O)C1=CC=C2C(=CC=CN12)C1=C(C2=C(N(C(=N2)CF)C)C=C1C(F)(F)F)Cl)F (4-amino-3,5-difluorophenyl)(8-(4-chloro-2-(fluoromethyl)-1-methyl-6-(trifluoromethyl)-1H-benzo[d]imidazol-5-yl)indolizin-3-yl)methanone